FC(C(=O)NC1=CC=2N(C(=N1)C=1OC=CC1)N=C(N2)C)F 2,2-difluoro-N-[5-(furan-2-yl)-2-methyl-[1,2,4]triazolo[1,5-c]pyrimidin-7-yl]acetamide